C(C)OC(=O)C=1C(=NC(=C(C1OCC1=CC=CC=C1)C(C(=O)OC)=O)C)Cl 4-benzyloxy-2-chloro-5-(2-methoxy-2-oxo-acetyl)-6-methyl-pyridine-3-carboxylic acid ethyl ester